C1=CC=CC=2OC=3C=C(C=C4OC=5C=CC=CC5B(C34)C12)O 5,9-dioxa-13b-boranaphtho[3,2,1-de]anthracene-7-ol